CCC=CCCCC=CCC undec-3,8-dien